FC=1C=C(C=CC1F)[C@H]1[C@@H](CN(C1)CCOC)NC(=O)NC1=C(C(=NN1C1=CC=CC=C1)OC[C@H](COC)O)C 1-((3S,4r)-4-(3,4-difluorophenyl)-1-(2-methoxyethyl)pyrrolidin-3-yl)-3-(3-((S)-2-hydroxy-3-methoxypropoxy)-4-methyl-1-phenyl-1H-pyrazol-5-yl)urea